(3-methyl-4-(4-(trifluoromethoxy)phenyl)piperazin-1-yl)(naphthalen-1-yl)methanone CC1CN(CCN1C1=CC=C(C=C1)OC(F)(F)F)C(=O)C1=CC=CC2=CC=CC=C12